1-amino-5-(2-(2-aminopyridin-3-yl)-5-(1H-pyrazol-1-yl)-3H-imidazo[4,5-b]pyridin-3-yl)-2,3-dihydro-1H-inden-2-ol NC1C(CC2=CC(=CC=C12)N1C(=NC=2C1=NC(=CC2)N2N=CC=C2)C=2C(=NC=CC2)N)O